1-(azetidin-3-yl)pentan-1-one hydrochloride Cl.N1CC(C1)C(CCCC)=O